N1(CCOCC1)CCCNC1=NC=CC=C1NC(=O)C=1C=CC=2N(C3=CC=CC=C3C2C1)CC 9-Ethyl-9H-carbazole-3-carboxylic Acid [2-(3-morpholin-4-yl-propylamino)-pyridin-3-yl]-amide